C(#N)C1=CC(=C(CNC(=O)[C@H]2N(C[C@@H](C2)O)C([C@H](C(C)C)N2N=NC(=C2)C)=O)C=C1)OC1CCNCC1 (2S,4r)-N-(4-cyano-2-(piperidin-4-yloxy)benzyl)-4-hydroxy-1-((S)-3-methyl-2-(4-methyl-1H-1,2,3-triazol-1-yl)butanoyl)pyrrolidine-2-carboxamide